C(C)C=1C=C(C=C2C=NC(=NC12)N[C@@H]1CNCCC1)C1=CC=C2C(=NC=NN21)NS(=O)(=O)CCC(F)(F)F (S)-N-(7-(8-ethyl-2-(piperidin-3-ylamino)quinazolin-6-yl)pyrrolo[2,1-f][1,2,4]triazin-4-yl)-3,3,3-trifluoropropane-1-sulfonamide